(S)-N-pentanoyl-N-{[2'-(1H-tetrazol-5-yl)-biphenyl-4-yl]-methyl}-valine C(CCCC)(=O)N([C@@H](C(C)C)C(=O)O)CC1=CC=C(C=C1)C1=C(C=CC=C1)C1=NN=NN1